1-imino-N,N-dimethyl-ammonium chloride [Cl-].N=C[NH2+]C